(Ra)-N-[6-(6-chlorooxazolo[5,4-b]pyridin-2-yl)spiro[3.3]heptan-2-yl]-5-[(R)-cyclopropylsulfonimidoyl]furan-2-carboxamide ClC=1C=C2C(=NC1)OC(=N2)C2CC1(CC(C1)NC(=O)C=1OC(=CC1)[S@@](=O)(=N)C1CC1)C2